(1R*,2R*)-2-amino-5,5-difluorocyclohexan-1-ol N[C@H]1[C@@H](CC(CC1)(F)F)O |o1:1,2|